NCC=1NC2=CC(=C(C=C2C1)Cl)NCC=1N=CSC1 2-(aminomethyl)-5-chloro-N-(thiazol-4-ylmethyl)-1H-indol-6-amine